(Z)-2-(2-(pyrimidin-2-yl)ethyl)thiazole-4-carbaldehyde oxime hydrochloride Cl.N1=C(N=CC=C1)CCC=1SC=C(N1)\C=N/O